[Cl-].BrC=1C=[NH+]C=CC1 3-bromopyridinium chloride